1-(2,6,6-trimethyl-3-cyclohexen-1-yl)-1-ethanone CC1C(C(CC=C1)(C)C)C(C)=O